dabsyl-L-valine S(=O)(=O)(C1=CC=C(N=NC2=CC=C(N(C)C)C=C2)C=C1)N[C@@H](C(C)C)C(=O)O